BrC=1C=C(C(=O)OC)C=C(C1)COS(=O)(=O)C methyl 3-bromo-5-(methylsulfonyloxymethyl)benzoate